[3-(1-methylindol-3-yl)-2,5-dioxo-4-{1-[1-(pyridin-2-ylmethyl)piperidin-4-yl]indol-3-yl}pyrrol-1-yl]methoxyphosphonic acid CN1C=C(C2=CC=CC=C12)C=1C(N(C(C1C1=CN(C2=CC=CC=C12)C1CCN(CC1)CC1=NC=CC=C1)=O)COP(O)(O)=O)=O